C1=CC=C(C=C1)C(C(=O)OCCOCCO)O Oxy-phenyl-acetic acid 2-[2-hydroxy-ethoxy]-ethyl ester